C1N(CCC2=CC=CC=C12)C[C@H](CN1C(C2=CC=C(C=C2CC1)NC(C(C)(C)C)=O)=O)O N-[2-[(2R)-3-(3,4-dihydro-1H-isoquinolin-2-yl)-2-hydroxy-propyl]-1-oxo-3,4-dihydroisoquinolin-6-yl]-2,2-dimethylpropanamide